(+/-)-2-(4-(4-(2-amino-6-methylpyrimidin-4-yl)-1,4-oxazepan-3-yl)-3-chlorophenyl)propane-1,3-diol NC1=NC(=CC(=N1)N1[C@@H](COCCC1)C1=C(C=C(C=C1)C(CO)CO)Cl)C |r|